O=C1NC(CCC1C=1C=C(C(=NC1)N1CCN(CC1)C(=O)OC(C)(C)C)F)=O tert-butyl 4-(5-(2,6-dioxopiperidin-3-yl)-3-fluoropyridin-2-yl)piperazine-1-carboxylate